C1(CCCCCCC1)NC=1C(=C(C(=C(C1S(=O)(=O)CCO)F)F)S(=O)(=O)N=CN(C)C)F N'-((3-(cyclooctylamino)-2,5,6-trifluoro-4-((2-hydroxyethyl)sulfonyl)phenyl)sulfonyl)-N,N-dimethylformimidamide